(Z)-3-((2,5-dimethyl-1H-imidazol-4-yl)methylene)-2-oxo-N-(prop-2-yn-1-yl)indole-6-carboxamide CC=1NC(=C(N1)\C=C\1/C(NC2=CC(=CC=C12)C(=O)NCC#C)=O)C